COC=1C=C(C=CC1OC)C=1N=C2N(C(C1)=O)C=C(C(=C2)C)C=2CCNCC2 2-(3,4-dimethoxyphenyl)-8-methyl-7-(1,2,3,6-tetrahydropyridin-4-yl)-4H-pyrido[1,2-a]pyrimidin-4-one